O1COC2=C1C=CC(=C2)C2=CC=C(S2)C(C)NC2=NC(=NC1=CC(=C(C=C21)OC)OC)C N-{1-[5-(1,3-benzodioxol-5-yl)thiophen-2-yl]ethyl}-6,7-dimethoxy-2-methylquinazolin-4-amine